FC(C1=CC=C(C=C1)N1N=C(C2=CC=CC=C12)NCC(C(=O)OC(C)(C)C)=C)(F)F tert-butyl 2-(((1-(4-(trifluoromethyl)phenyl)-1H-indazol-3-yl)amino)methyl)acrylate